C1=CC=CC=2C(=CC=3OC4=C(C3C12)C1=CC=CC=C1C=C4)S(=O)(=O)[O-].[Na+] sodium dinaphtho[2,1-b:1',2'-d]furan-5-sulfonate